tert-butyl 5-(o-tolyl)hexahydropyrrolo[3,4-c]pyrrole-2(1H)-carboxylate C1(=C(C=CC=C1)N1CC2C(C1)CN(C2)C(=O)OC(C)(C)C)C